2-((S)-4-(2-(((S)-1-methylpyrrolidin-2-yl)methoxy)-6-(naphthalen-1-ylmethyl)-6H-pyrrolo[3,4-d]pyrimidin-4-yl)piperazin-2-yl)acetonitrile CN1[C@@H](CCC1)COC=1N=C(C=2C(N1)=CN(C2)CC2=CC=CC1=CC=CC=C21)N2C[C@@H](NCC2)CC#N